C(CC)N(C(=O)C=1N=C(SC1)C=1C=NN(C1)C1=C(C=CC=C1)C(F)(F)F)[C@H]1CNCC1 N-propyl-N-[(3R)-pyrrolidin-3-yl]-2-{1-[2-(trifluoromethyl)phenyl]-1H-pyrazol-4-yl}-1,3-thiazole-4-carboxamide